(E)-N-(4-(1-(6-(4-(2-((2-(2,6-dioxopiperidin-3-yl)-1-oxoisoindoline-4-yl)oxy)acetyl)piperazin-1-yl)pyridazin-3-carbonyl)piperidin-4-yl)butyl)-3-(pyridin-3-yl)acrylamide O=C1NC(CCC1N1C(C2=CC=CC(=C2C1)OCC(=O)N1CCN(CC1)C1=CC=C(N=N1)C(=O)N1CCC(CC1)CCCCNC(\C=C\C=1C=NC=CC1)=O)=O)=O